methoxy-2,3,4,4'-tetrahydroxybenzophenone COC=1C(=C(C(=C(C(=O)C2=CC=C(C=C2)O)C1)O)O)O